C(C(C)C)C1CC(CCC1)NC(=O)CC(C(CC(=O)NC1CC(CCC1)CC(C)C)C(=O)NC1CC(CCC1)CC(C)C)C(=O)NC1CC(CCC1)CC(C)C 1,2,3,4-butanetetracarboxylic acid tetra(3-isobutylcyclohexylamide)